1-[2-({[3-fluoro-1-(3-fluoro(2-pyridyl))cyclobutyl]methyl}amino)pyrimidin-5-yl]pyrazole-4-carbonitrile FC1CC(C1)(C1=NC=CC=C1F)CNC1=NC=C(C=N1)N1N=CC(=C1)C#N